FC(C(C(C(C(F)(F)F)(F)F)(F)F)=O)(F)F perfluoro-4-methyl-2-butanone